NC1=CC=C(OC2=CC=C(C=C2)S(=O)(=O)C2=CC=C(C=C2)OC2=CC=C(C=C2)N)C=C1 bis[4-(4-aminophenoxy)phenyl] sulfone